FC=1C=CC(=NC1)OCC1N(C2CC(C1)C2)C(=O)C=2N=C(SC2C2=CC=CC=C2)C 3-{[(5-fluoropyridin-2-yl)oxy]methyl}-2-[(2-methyl-5-phenyl-1,3-thiazol-4-yl)carbonyl]-2-azabicyclo[3.1.1]heptane